OCOC1CCC(CC1)C(C)(C)C1CCC(CC1)OCO 2,2-bis(4-hydroxymethoxycyclohexyl)propane